2-(2-(2-acetyl-5-methoxyphenoxy)ethyl)-3-(furan-2-yl)acrylamide C(C)(=O)C1=C(OCCC(C(=O)N)=CC=2OC=CC2)C=C(C=C1)OC